methyl (2S)-2-[[(2S)-3-cyclopropyl-2-[(6,7-dichloro-1H-indole-2-carbonyl)amino]propanoyl]amino]-3-[(3S)-2-oxo-3-piperidyl]propanoate C1(CC1)C[C@@H](C(=O)N[C@H](C(=O)OC)C[C@H]1C(NCCC1)=O)NC(=O)C=1NC2=C(C(=CC=C2C1)Cl)Cl